C(C)OC(=O)C1=NC=2C=C3C(=CC2C=C1N1CC=CC=C1)OCO3 1-(6-(ethoxycarbonyl)-[1,3]dioxolo[4,5-g]quinolin-7-yl)pyridine